1-(3-aminoazetidin-1-yl)ethanone NC1CN(C1)C(C)=O